2-benzyl 1-methyl (3aR,6aS)-3-oxohexahydro-1H-furo[3,4-b]pyrrole-1,2-dicarboxylate O=C1[C@@H]2[C@H](N(C1C(=O)OCC1=CC=CC=C1)C(=O)OC)COC2